4-[(2-amino-3-fluoro-4-pyridinyl)methyl]-5-chloro-1H-pyridazin-6-one NC1=NC=CC(=C1F)CC=1C=NNC(C1Cl)=O